ClC1=C(C=CC=C1C1=NC(=C(C=C1)CN1CC2(C1)NC(CC2)=O)OC)C2=C(C(=NC=N2)C2=CC(=C(CN1CC3(C1)NC(CC3)=O)C=C2)OC)OC 2-(4-(6-(2-chloro-3-(6-methoxy-5-((6-oxo-2,5-diazaspiro[3.4]octan-2-yl)methyl)pyridin-2-yl)phenyl)-5-methoxypyrimidin-4-yl)-2-methoxybenzyl)-2,5-diazaspiro[3.4]octan-6-one